CC1=C(C(CCC1)(C)C)/C=C/C(=C/C=C/C2=CC(=[N+](C=C2)CCO)/C=C(\\C)/C=C/C=C(\\C)/C=C/C3=C(CCCC3(C)C)C)/C The molecule is a pyridinium ion obtained by formal condensation between two molecules of retinol and one the amino group of ethanolamine. A major constituent of retinal pigment epithelium lipofuscin It is a retinoid and a pyridinium ion.